O[C@@]1(COCC2=C1NC(C1=C2C=C(S1)C=1C=NNC1)=O)C(C)(C)CC (S)-4-hydroxy-4-(tert-amyl)-8-(1H-pyrazol-4-yl)-1,3,4,5-tetrahydro-6H-pyrano[4,3-b]thieno[3,2-d]pyridin-6-one